ClC1=C(C=CC=C1)[C@H](CN1C(N(C(C2=C1SC(=C2C)C=2OC=CN2)=O)C(C(=O)N)(C)C)=O)OC2CCOCC2 2-[1-[(2R)-2-(2-chlorophenyl)-2-(oxacyclohex-4-yloxy)ethyl]-5-methyl-6-(1,3-oxazol-2-yl)-2,4-dioxo-1H,2H,3H,4H-thieno[2,3-d]pyrimidin-3-yl]-2-methylpropanamide